1-(2-aminopyridin-3-yl)-3-(4-chlorophenyl)prop-2-yn-1-one NC1=NC=CC=C1C(C#CC1=CC=C(C=C1)Cl)=O